8-chloro-4-(1H-imidazol-1-yl)quinoline ClC=1C=CC=C2C(=CC=NC12)N1C=NC=C1